CN1C(C(CCC1=O)N1C(C2=CC=CC=C2C1=O)=O)=O 2-(1-methyl-2,6-dioxopiperidine-3-yl)isoindole-1,3-dione